4-((tert-butoxycarbonyl)amino)-7-chloroimidazo[1,5-a]quinoxaline-8-carboxylic acid C(C)(C)(C)OC(=O)NC=1C=2N(C3=CC(=C(C=C3N1)Cl)C(=O)O)C=NC2